6-methyl-2-(4-methylcyclohex-3-en-1-yl)hept-5-en-2-ol CC(=CCCC(C)(O)C1CC=C(CC1)C)C